C1(CC1)C=1C(=C2CCCC2=CC1)NC(=O)NS(=O)(=O)C1=CC=2CN3CCC(C2O1)CC3 N-((5-cyclopropyl-2,3-dihydro-1H-inden-4-yl)carbamoyl)-4,6,7,8-tetrahydro-5,8-ethanofuro[3,2-c]azepine-2-sulfonamide